O=C(CC=O)C1=C(C=C(C=C1)Cl)Cl 3-oxo-3-(2,4-dichlorophenyl)-propanal